BrC1=CC=C(C=C1)S(=O)(=O)/C=C/C(=O)C1=CC=CC=C1 (E)-3-(4-bromophenylsulfonyl)-1-phenyl-2-propen-1-one